C(#N)C=1C=NC=C(C(=O)NC2=CC3=CN(N=C3C=C2C(C)(C)O)C2CCC(CC2)C=O)C1 5-cyano-N-(2-((1r,4r)-4-formylcyclohexyl)-6-(2-hydroxypropan-2-yl)-2H-indazol-5-yl)nicotinamide